hexahydro-1,3,5-tris(hydroxyethyl)s-triazine OCCN1CN(CN(C1)CCO)CCO